BrC=1C(=NC(=NC1)NC1=C(C=C(C(=C1)C=1C=NN(C1)C)N1CCNCC1)OC)NC=1C(=C2N=CC=NC2=CC1)P(C)(C)=O (6-((5-bromo-2-((2-methoxy-5-(1-Methyl-1H-pyrazol-4-yl)-4-(piperazin-1-yl)phenyl)amino)pyrimidin-4-yl)amino)quinoxalin-5-yl)dimethyl-phosphine oxide